COC1=CC=C(NC2=CC=C(C=C2)OC=C)C=C1 4-Methoxy-N-[4-(vinyloxy)phenyl]aniline